CC=1C(=NC2=NC=CC=C2C1)CCCCCO[C@H]1CN(CC1)C(=O)OC(C)(C)C tert-butyl (R)-3-((5-(3-methyl-1,8-naphthyridin-2-yl)pentyl)oxy)pyrrolidine-1-carboxylate